C(C)(C)(C)OC(=O)NC1=CN=CC(=N1)N1C[C@@H](OCC1)C(=O)OC methyl (R)-4-(6-((tert-butoxycarbonyl)amino)pyrazin-2-yl)morpholine-2-carboxylate